(4ar,8as)-6-[4-(5-ethylpyridin-3-yl)piperidine-1-carbonyl]hexahydro-2H-pyrido[4,3-b][1,4]oxazin-3(4H)-one C(C)C=1C=C(C=NC1)C1CCN(CC1)C(=O)N1C[C@@H]2[C@@H](OCC(N2)=O)CC1